2-((2-(dimethylamino)ethyl)(methyl)amino)benzoic acid CN(CCN(C1=C(C(=O)O)C=CC=C1)C)C